(S)-2-((((9H-fluoren-9-yl)methoxy)carbonyl)amino)-3-(7-methyl-1H-indol-3-yl)propanoic acid C1=CC=CC=2C3=CC=CC=C3C(C12)COC(=O)N[C@H](C(=O)O)CC1=CNC2=C(C=CC=C12)C